NC1=C(C(N(C(=N1)N1CC2CC(C2C1)N)C)=O)SC1=C(C(=CC=C1)Cl)Cl 6-amino-2-(6-amino-3-azabicyclo[3.2.0]hept-3-yl)-5-((2,3-dichlorophenyl)thio)-3-methylpyrimidin-4(3H)-one